tert-butyl 4-(3-{[3-(5-methyl-1,2,4-oxadiazol-3-yl) phenyl] formylamino} propionylamino)-1H-pyrazole-1-carboxylate CC1=NC(=NO1)C=1C=C(C=CC1)C(=O)NCCC(=O)NC=1C=NN(C1)C(=O)OC(C)(C)C